1H,6H-pyrano[4,3-b]thieno[3,2-d]pyran-6-one C1OC=CC=2OC(C3=C(C21)C=CS3)=O